ClC=1C=CC(=NC1)C=1CCN(CC1)C(=O)OCC1=CC=CC=C1 benzyl 4-(5-chloro-2-pyridyl)-3,6-dihydro-2H-pyridine-1-carboxylate